CCCCCCCCCC(C(=O)O)Br bromoundecanoic acid